3-phenyl-β-naphthol C1(=CC=CC=C1)C=1C(=CC2=CC=CC=C2C1)O